C(/C1=CC=CC=C1)=C(\C=C\C(=O)OC)/CCC methyl (2E,4E)-4-benzylidenehept-2-enoate